CC=1C(=C(C=NNC(C(CC)OC2=CC(=CC=C2)Cl)=O)C=CC1)O N'-(3-methyl-2-hydroxybenzylidene)-2-(3-chlorophenoxy)butanoyl-hydrazine